(R)-3-((5-Chloro-4-((2-(dimethylphosphoryl)phenyl)amino)pyrimidin-2-yl)amino)pyrrolidine-1-carboxylic acid ClC=1C(=NC(=NC1)N[C@H]1CN(CC1)C(=O)O)NC1=C(C=CC=C1)P(=O)(C)C